6-bromo-2-(dimethoxymethyl)-3-fluoropyridine BrC1=CC=C(C(=N1)C(OC)OC)F